C(C)(C)C1CNC(CN1)C(C)C 3,6-diisopropylpiperazine